FC1=CC=C(C=C1)S(=O)(=O)NC1=C(C(=O)NC=2SC=C(N2)C2=CC=NC=C2)C=CC=C1 2-((4-fluorophenyl)sulfonylamino)-N-(4-(4-pyridyl)thiazol-2-yl)benzamide